NN1C(=NC(=C1C(=O)N)C1=CC=C(C=C1)CNC(C1=C(C=CC(=C1)F)OC)=O)C1CCC(CC1)O 1-amino-4-(4-((5-fluoro-2-methoxybenzamido)methyl)phenyl)-2-((1R,4R)-4-hydroxycyclohexyl)-1H-imidazole-5-carboxamide